1-(6-methoxy-3-pyridyl)pyrazol-3-amine COC1=CC=C(C=N1)N1N=C(C=C1)N